CN1C=NC2=CC=C(C=C2C1=O)NC1=C(C(=O)N)C=CC=C1 2-(3-methyl-4-oxo-3,4-dihydro-quinazolin-6-ylamino)benzamide